(6-(2,6-dimethyl-phenyl)-2-anthracenyl)boronic acid pinacol ester CC1=C(C(=CC=C1)C)C=1C=C2C=C3C=CC(=CC3=CC2=CC1)B1OC(C)(C)C(C)(C)O1